6-(3-chlorophenyl)-3-methyl-7-[1-(9H-purin-6-ylamino)ethyl]-5H-[1,3]thiazolo[3,2-a]pyrimidin-5-one Trifluoroacetic Acid Salt FC(C(=O)O)(F)F.ClC=1C=C(C=CC1)C1=C(N=C2N(C1=O)C(=CS2)C)C(C)NC2=C1N=CNC1=NC=N2